DI-tert-butyl-(4-dimethylaminophenyl)palladium dichloride C(C)(C)(C)[Pd](C1=CC=C(C=C1)N(C)C)(C(C)(C)C)(Cl)Cl